7-[(3S*)-1-{4-[4-({4-[2-(2,6-dioxopiperidin-3-yl)-1-oxo-2,3-dihydro-1H-isoindol-5-yl]piperazin-1-yl}methyl)piperidin-1-yl]phenyl}piperidin-3-yl]-4-methyl-1H-indole-3-carbonitrile O=C1NC(CCC1N1C(C2=CC=C(C=C2C1)N1CCN(CC1)CC1CCN(CC1)C1=CC=C(C=C1)N1C[C@@H](CCC1)C=1C=CC(=C2C(=CNC12)C#N)C)=O)=O |o1:37|